C(C1=CC=CC=C1)OCCCOCCNC1=C(C(=CC=C1)C)[N+](=O)[O-] {2-[3-(benzyloxy)propoxy]ethyl}-3-methyl-2-nitroaniline